OCCCCCCOC1=CC=C(C=C1)C1=CC=C(S1)CC#N 2-(5-(4-((6-hydroxyhexyl)oxy)phenyl)thiophene-2-yl)acetonitrile